ClC1=C(C=C2C(=C(N(C2=C1F)C)C=1NC(=NN1)[C@@H](C)N1CCOCC1)N1C=NC=C1)OC (R)-4-(1-(5-(6-chloro-7-fluoro-3-(1H-imidazol-1-yl)-5-methoxy-1-methyl-1H-indol-2-yl)-4H-1,2,4-triazol-3-yl)ethyl)morpholine